ClC1=C(C=C(OC2=C(C=C(COC3=NC(N(C(=C3)N(C)CCOC)C)=O)C=C2F)F)C=C1)C(F)(F)F 4-((4-(4-chloro-3-(trifluoromethyl)phenoxy)-3,5-difluorobenzyl)oxy)-6-((2-methoxyethyl)(methyl)amino)-1-methylpyrimidin-2(1H)-one